4-[[(2S,3S,4R,5R)-3-[2-(Cyclobutoxy)-3,4-difluorophenyl]-4,5-dimethyl-5-(trifluoromethyl)tetrahydrofuran-2-carbonyl]amino]pyridin-2-carboxamid C1(CCC1)OC1=C(C=CC(=C1F)F)[C@H]1[C@H](O[C@]([C@@H]1C)(C(F)(F)F)C)C(=O)NC1=CC(=NC=C1)C(=O)N